N1=C(C=CC=C1)CN1CCN(C2=CC=CC=C12)C(CCN1CCCC1)=O 1-(4-(pyridin-2-ylmethyl)-3,4-dihydroquinoxalin-1(2H)-yl)-3-(pyrrolidin-1-yl)propan-1-one